FC(C(=O)O)(F)F.NCCCOC1=CC=C(C=C1)[C@@H](C(=O)N[C@@H](C(=O)NCC1=CC=C(C=C1)O)CCCN\C(=N/C(NCCNC(CC)=O)=O)\N)N1CC2=CC=CC=C2C1 (R)-2-((S)-2-(4-(3-aminopropoxy)phenyl)-2-(isoindolin-2-yl)acetamido)-N-(4-hydroxybenzyl)-5-((Z)-2-((2-propionamidoethyl)carbamoyl)guanidino)pentanamide 2,2,2-trifluoroacetate